BrC1=CC=C(O1)C=1SC(=CN1)C=C(C#N)C#N {[2-(5-bromofuran-2-yl)-1,3-thiazol-5-yl]methylidene}propanedinitrile